perfluoro(1,2-dimethylcyclohexane) FC1(C(C(C(C(C1(F)F)(F)F)(F)F)(F)F)(C(F)(F)F)F)C(F)(F)F